C(#N)C(C)C1=CC=CC(=N1)C(=O)OC methyl 6-(1-cyanoethyl)picolinate